BrC1=C(C(=C(CNC(OC(C)(C)C)=O)C=C1)C(F)(F)F)F tert-butyl (4-bromo-3-fluoro-2-(trifluoromethyl)benzyl)-carbamate